C(C)OC(=O)C=1C(=NN(C1\C=C\C1=CC=CC=C1)C1=CC=CC=C1)C1=CC=CC=C1 (E)-1,3-diphenyl-5-styryl-1H-pyrazole-4-carboxylic acid ethyl ester